(3-oxa-8-azabicyclo[3.2.1]octan-8-yl)(3-(2-(4-(methylsulfonyl)phenyl)furo[3,2-b]pyridin-7-yl)phenyl)methanone C12COCC(CC1)N2C(=O)C2=CC(=CC=C2)C2=C1C(=NC=C2)C=C(O1)C1=CC=C(C=C1)S(=O)(=O)C